NC1=C2C(=NC=N1)N(N=C2C2=CC=C(C=C2)OC2=CC=CC=C2)C2CCN(CC2)C(CN2CCN(CC2)C)=O 1-(4-(4-amino-(4-phenoxyphenyl)-1H-pyrazolo[3,4-d]pyrimidin-1-yl)piperidin-1-yl)-2-(4-methylpiperazin-1-yl)ethanone